C(CC)(=O)OC(C)C1CCCCC1 1-cyclohexyl-1-ethyl propionate